2-(((1r,4r)-4-(6-(cyclopropylmethoxy)-5-nitro-2H-indazol-2-yl)cyclohexyl)oxy)malonic acid C1(CC1)COC=1C(=CC2=CN(N=C2C1)C1CCC(CC1)OC(C(=O)O)C(=O)O)[N+](=O)[O-]